(R,S)-N-(3-methoxy-1-oxo-1-(4-(3-(trifluoromethoxy)phenyl-4-d)piperazin-1-yl-2,2,3,3,5,5,6,6-d8)propan-2-yl)acetamide-2,2,2-d3 COC[C@H](C(N1C(C(N(C(C1([2H])[2H])([2H])[2H])C1=CC(=C(C=C1)[2H])OC(F)(F)F)([2H])[2H])([2H])[2H])=O)NC(C([2H])([2H])[2H])=O